(S)-3-((S)-sec-butyl)-1,3-dihydro-2H-benzo[e][1,4]diazepin-2-one [C@H](C)(CC)[C@@H]1N=CC2=C(NC1=O)C=CC=C2